N-(cyclopropylmethyl)-6-((5-(5-(difluoromethyl)-1,3,4-oxadiazol-2-yl)pyrimidin-2-yl)amino)-1-(2-hydroxyethyl)-1H-benzo[d]imidazole-4-sulfonamide C1(CC1)CNS(=O)(=O)C1=CC(=CC=2N(C=NC21)CCO)NC2=NC=C(C=N2)C=2OC(=NN2)C(F)F